[I-].CC1(C=[NH+]C2=CC=CC=C12)C 3,3-dimethyl-3H-indol-1-ium iodide